p,α-dimethylstyrene CC1=CC=C(C=C1)C(=C)C